6-amino-2-[3,5-dichloro-4-([5-[(5-hydroxypyridin-2-yl)methyl]-6-oxo-1H-pyridazin-3-yl]oxy)phenyl]-4H-1,2,4-triazine-3,5-dione NC=1C(NC(N(N1)C1=CC(=C(C(=C1)Cl)OC1=NNC(C(=C1)CC1=NC=C(C=C1)O)=O)Cl)=O)=O